CC(CCCCC)C1(CC=C(C=C1)NC(CCCCC)C)N 1,N'-di(methyl-hexyl)-p-phenylenediamine